CC1CNCC1 3-methylpyrrolidin